C(#C)C=1C(=CC=C2C=C(C=C(C12)C1=C(C=2N=C(N=CC2C(=N1)N1[C@H](CCC1)C#N)OC[C@]12CCCN2C[C@@H](C1)F)F)O)F (R)-1-(7-(8-ethynyl-7-fluoro-3-hydroxynaphthalen-1-yl)-8-fluoro-2-(((2R,7aS)-2-fluorotetrahydro-1H-pyrrolizin-7a(5H)-yl)methoxy)pyrido[4,3-d]pyrimidin-5-yl)pyrrolidine-2-carbonitrile